fluorobutyl-tris(pentafluorophenyl)boron FCCCCC1(C(C(=C(C(=C1F)F)F)F)F)B(C1=C(C(=C(C(=C1F)F)F)F)F)C1=C(C(=C(C(=C1F)F)F)F)F